ClC1=CC=C(C=C1)C1=C(CC[C@H](C1)C)CN1[C@@H](CN(CC1)C1=CC=CC=C1C(=O)N)C (R)-4-(((R)-4'-chloro-5-methyl-3,4,5,6-tetrahydro-[1,1'-biphenyl]-2-yl)methyl)-3-methylpiperazin-1-benzamide